1-(4-(4-Fluoro-2-methylphenyl)piperidin-1-yl)-2-(3-((3R,4S)-3-fluoro-4-hydroxypiperidin-1-carbonyl)-5,6-dihydrocyclopenta[c]pyrazol-1(4H)-yl)ethanon FC1=CC(=C(C=C1)C1CCN(CC1)C(CN1N=C(C2=C1CCC2)C(=O)N2C[C@H]([C@H](CC2)O)F)=O)C